C(=O)O.ClC1=CC=C2C(=N1)C(=CN2)NC2=NC1=C(N2)C=CC(=C1)OC1=CC(=CC=C1)CN(C)C N-(5-chloro-1H-pyrrolo[3,2-b]pyridine-3-yl)-5-{3-[(dimethylamino)methyl]phenoxy}-1H-benzo[d]imidazole-2-amine formate